C(C[C@@H](C(=O)O)[NH3+])C[NH3+] The molecule is the L-enantiomer of ornithinium(2+). It has a role as a human metabolite. It is a conjugate acid of a L-ornithinium(1+).